FC1(CCCC=2C=CC(=NC12)C(=O)OC)F methyl 8,8-difluoro-5,6,7,8-tetrahydroquinoline-2-carboxylate